(1S,4S)-2-methyl-5-(4-(4,4,5,5-tetramethyl-1,3,2-dioxaborolan-2-yl)phenyl)-2,5-diazabicyclo[2.2.1]heptane CN1[C@@H]2CN([C@H](C1)C2)C2=CC=C(C=C2)B2OC(C(O2)(C)C)(C)C